C(CCCCCCCCC)CN([O-])C.CP(CCCCCCCCC)(C)=O Dimethylnonylphosphine oxide n-Decyl-N,N-DimethylaminOxide